octyl 2-(2-hydroxy-4-octyloxyphenyl)-2H-benzotriazole-5-carboxylate OC1=C(C=CC(=C1)OCCCCCCCC)N1N=C2C(=N1)C=CC(=C2)C(=O)OCCCCCCCC